(cis)-benzyl 4-((tert-butoxycarbonyl)amino)-3-((4-nitrobenzoyl)oxy)piperidine-1-carboxylate C(C)(C)(C)OC(=O)N[C@@H]1[C@@H](CN(CC1)C(=O)OCC1=CC=CC=C1)OC(C1=CC=C(C=C1)[N+](=O)[O-])=O